C(C)S(=O)(=O)C=1C=CC(=NC1C1=NC=2C(=NC=C(C2)C(F)(F)F)N1C)N 5-(ethylsulfonyl)-6-(3-methyl-6-(trifluoromethyl)-3H-imidazo[4,5-b]pyridin-2-yl)pyridin-2-amine